C(C)(C)(C)OC(=O)N1C=CC2(C=C1)C1=C(OC2)C2=COC=C2C=C1 2H-spiro[benzo[2,1-B:3,4-c']difuran-3,4'-pyridine]-1'-carboxylic acid tert-butyl ester